C1=CC=CC=2C3=CC=CC=C3C(C12)CCC(C)(N(P([O-])([O-])=O)C(C)C)CC1C2=CC=CC=C2C=2C=CC=CC12 bis(9H-fluoren-9-ylmethyl)-diisopropylphosphoramidate